tert-butyl 4-(3-formyldibenzo[b,f][1,4]oxazepin-11-yl)piperazine-1-carboxylate C(=O)C1=CC2=C(C(=NC3=C(O2)C=CC=C3)N3CCN(CC3)C(=O)OC(C)(C)C)C=C1